ClC1=CC=C(OCC(=O)NC2CN(CCC2)C(COC2=CC=C(C=C2)Cl)=O)C=C1 2-(4-Chlorophenoxy)-N-(1-(2-(4-chlorophenoxy)acetyl)piperidin-3-yl)acetamid